(((1-methylpiperidin-3-yl)methyl)amino)-4-phenylisoindoline-2-carbonitrile CN1CC(CCC1)CNC1N(CC2=C(C=CC=C12)C1=CC=CC=C1)C#N